C(C)C1=CC=C(OC(C(=O)OCCCCOC2=C(C=C(C=C2)/C=C/C(=O)O)OC)(C)C)C=C1 (E)-3-(4-(4-((2-(4-ethylphenoxy)-2-methylpropanoyl)oxy)butoxy)-3-methoxyphenyl)acrylic acid